(4-phenyl)phenylaniline C1(=CC=CC=C1)C1=CC=C(C=C1)NC1=CC=CC=C1